C1(CC1)CCN(C1=C2CN(C(C2=CC=C1)=O)C1C(NC(CC1)=O)=O)C1CCC(CC1)NCC1(CC1)C(F)(F)F 3-{4-[(2-cyclopropylethyl)[(1r,4r)-4-({[1-(trifluoromethyl)cyclopropyl]methyl}amino)cyclohexyl]amino]-1-oxo-3H-isoindol-2-yl}piperidine-2,6-dione